[1,3]dioxazole-5-carboxylic acid methyl ester COC(=O)C1=CONO1